C(C=C)C1(C2=NCN([C@H]3C[C@H](O)[C@@H](CO)O3)C2=NC=N1)N 6-allyldeoxyadenosine